N-(4-((5-(4-aminophenyl)-1H-pyrazol-3-yl)amino)phenyl)methanesulfonamide NC1=CC=C(C=C1)C1=CC(=NN1)NC1=CC=C(C=C1)NS(=O)(=O)C